ClC=1C=C(C(=C(C1)CN1C[C@@H](N(CC1)C([C@H](CC)C)=O)C)C)NC=1OC(=NN1)COC (2S)-1-[(2S)-4-[[5-chloro-3-[[5-(methoxymethyl)-1,3,4-oxadiazol-2-yl]amino]-2-methyl-phenyl]methyl]-2-methyl-piperazin-1-yl]-2-methyl-butan-1-one